C(N)(OCCOCCN)=O [2-(2-aminoethoxy) ethyl] carbamate